N-(2-methoxy-4-(2-methoxyethoxy)phenyl)-7-(piperazin-1-yl)quinolin-4-amine COC1=C(C=CC(=C1)OCCOC)NC1=CC=NC2=CC(=CC=C12)N1CCNCC1